(5-(4-(Difluoromethyl)phenyl)-1-propionyl-4,5-dihydro-1H-pyrazol-3-yl)-4-methylthiophene FC(C1=CC=C(C=C1)C1CC(=NN1C(CC)=O)C=1SC=C(C1)C)F